1-(cyclobutyl-methyl)-3-[(4-methoxyphenyl)-methyl]-8-[methyl-(2-methyl-propyl)-amino]-8-phenyl-1,3-diazaspiro[4.5]decan-2-one C1(CCC1)CN1C(N(CC12CCC(CC2)(C2=CC=CC=C2)N(CC(C)C)C)CC2=CC=C(C=C2)OC)=O